4-(6-(8-chloronaphthalen-1-yl)-4-cyano-3-(((S)-1-methylpyrrolidin-2-yl)methoxy)-5,6,7,8-tetrahydro-2,6-naphthyridin-1-yl)-2-(cyanomethyl)piperazine-1-carboxylic acid tert-butyl ester C(C)(C)(C)OC(=O)N1C(CN(CC1)C1=NC(=C(C=2CN(CCC12)C1=CC=CC2=CC=CC(=C12)Cl)C#N)OC[C@H]1N(CCC1)C)CC#N